FC(CN1N=C(C=C1)S(=O)(=O)N1N=C2C(=C1)CN(C2)C([C@@H](O)C2=NC=CC=C2F)=O)F (S)-1-(2-((1-(2,2-difluoroethyl)-1H-pyrazol-3-yl)sulfonyl)-2,6-dihydropyrrolo[3,4-c]pyrazol-5(4H)-yl)-2-(3-fluoropyridin-2-yl)-2-hydroxyethan-1-one